FC=1C=C(C#N)C=C(C1)OC(C(F)(F)F)C 3-fluoro-5-((1,1,1-trifluoropropan-2-yl)oxy)benzonitrile